methylenebis(2,6-diethylaniline) C(NC1=C(C=CC=C1CC)CC)NC1=C(C=CC=C1CC)CC